2-Iodoanisole IC1=C(C=CC=C1)OC